N-[[3-amino-5-(1-methyl-6-oxo-1,6-dihydropyridin-3-yl)-6-(5-methylfuran-3-yl)pyrazin-2-yl]methyl]-2,6-difluorobenzamide NC=1C(=NC(=C(N1)C1=CN(C(C=C1)=O)C)C1=COC(=C1)C)CNC(C1=C(C=CC=C1F)F)=O